para-toluenesulfonyl chloride CC1=CC=C(C=C1)S(=O)(=O)Cl